Diethyl (3,5-dimethyl-1-(2-oxo-1,2-dihydropyridin-4-yl)-1H-pyrazole-4-carbonyl)-L-valyl-D-glutamate CC1=NN(C(=C1C(=O)N[C@@H](C(C)C)C(=O)N[C@H](CCC(=O)OCC)C(=O)OCC)C)C1=CC(NC=C1)=O